ClC1=C(C(=CC=C1)[N+](=O)[O-])C1=C(C=CC=C1)S 2-chloro-6-nitrophenylthiophenol